(R)-2-(6-(5-Chloro-2-((tetrahydro-2H-pyran-4-yl)amino)pyrimidin-4-yl)-3-oxo-1H-pyrrolo[1,2-c]imidazol-2(3H)-yl)-N-((S)-1-(3-fluoro-5-methoxyphenyl)-2-hydroxyethyl)propanamide ClC=1C(=NC(=NC1)NC1CCOCC1)C=1C=C2N(C(N(C2)[C@@H](C(=O)N[C@H](CO)C2=CC(=CC(=C2)OC)F)C)=O)C1